1,2-dilithio-1,2-diphenylethane [Li]C(C(C1=CC=CC=C1)[Li])C1=CC=CC=C1